(3-chlorophenyl)(6,7-dimethoxyquinazolin-4-yl)amine ClC=1C=C(C=CC1)NC1=NC=NC2=CC(=C(C=C12)OC)OC